5-(4-((4-((5-(trifluoromethyl)pyridin-2-yl)amino)piperidin-1-yl)sulfonyl)phenyl)benzo[d]isothiazol-3(2H)-one 1,1-dioxide FC(C=1C=CC(=NC1)NC1CCN(CC1)S(=O)(=O)C1=CC=C(C=C1)C=1C=CC2=C(C(NS2(=O)=O)=O)C1)(F)F